FC(C=1C=C(NC=2C(=NC(=C(N2)NC)C=2C3=C(C=NC2)N(C=N3)C)C(=O)OC)C=CC1N1CCOCC1)F Methyl 3-[3-(difluoromethyl)-4-morpholino-anilino]-5-(methylamino)-6-(3-methylimidazo[4,5-c]pyridin-7-yl)pyrazine-2-carboxylate